(S)-2-((4-((3-((4-chloro-2-cyanophenoxy)methyl)phenyl)fluoromethyl)piperidin-1-yl)methyl)-1-((1-ethyl-1H-imidazol-5-yl)methyl)-1H-benzo[d]imidazole-6-carboxylic acid ClC1=CC(=C(OCC=2C=C(C=CC2)[C@H](C2CCN(CC2)CC2=NC3=C(N2CC2=CN=CN2CC)C=C(C=C3)C(=O)O)F)C=C1)C#N